2-benzylpyrazole-3-carboxylic acid C(C1=CC=CC=C1)N1N=CC=C1C(=O)O